COC=1C=C(CN2C(C=CC(=C2)C2=NC(=NC(=C2)C(F)(F)F)S(=O)(=O)C)=O)C=CC1 1-(3-methoxybenzyl)-5-(2-(methylsulfonyl)-6-(trifluoromethyl)pyrimidin-4-yl)pyridin-2(1H)-one